((R)-3-(4-chlorophenyl)pyrrolidin-1-yl)(4-((R)-2-hydroxy-3-(1H-1,2,3-triazol-1-yl)propoxy)phenyl)methanone guanylmethylenebisphosphonate C(N)(=N)C(P(O)(O)=O)P(O)(O)=O.ClC1=CC=C(C=C1)[C@@H]1CN(CC1)C(=O)C1=CC=C(C=C1)OC[C@@H](CN1N=NC=C1)O